2-(benzylsulfanyl)-4-nitrobenzoic acid C(C1=CC=CC=C1)SC1=C(C(=O)O)C=CC(=C1)[N+](=O)[O-]